NC1(CCN(CC1)C1=CN=C2C(=N1)NN=C2C2=C(C(=NC=C2)N)C)C 4-(6-(4-Amino-4-methylpiperidin-1-yl)-1H-pyrazolo[3,4-b]pyrazin-3-yl)-3-methylpyridin-2-amine